ClC(C(C)(N(OC1OPOC1(C)C)OC1OPOC1(C)C)Cl)Cl trichloro[N,N-bis(5,5-dimethyl-1,3,2-dioxaphospholyloxy)-N-isopropylamine]